C(C(C)C)OC=1C=C2C=CC(=CC2=CC1)C1=NOC(=N1)[C@H]1N(CCC1)C(=O)OC(C)(C)C Tert-butyl (S)-2-(3-(6-isobutoxynaphthalen-2-yl)-1,2,4-oxadiazol-5-yl)pyrrolidine-1-carboxylate